C(C)(C)(C)OC(=O)N1CC(CC(C1)=O)C(F)F 3-(difluoromethyl)-5-oxopiperidine-1-carboxylic acid tert-butyl ester